C1(=CC=CC2=CC=CC=C12)[C@@H](C)NC(=O)C1OC2=CC=CC=C2C(C1)=O N-((R)-1-(naphthalen-1-yl)ethyl)-4-oxochroman-2-carboxamide